FC1=C(C(=O)N([C@@H]2CNCCC2)C2=NC=CC3=CC(=CC(=C23)C)F)C=CC(=C1)C=1N=NN(C1)C 2-fluoro-N-(6-fluoro-8-methyl-1-isoquinolyl)-4-(1-methyltriazol-4-yl)-N-[(3S)-3-piperidyl]benzamide